(1R,2R)-N-(6-(5-chloro-7-(cyclopropyl(methyl)amino)-6-fluoro-1H-indazol-4-yl)imidazo[1,2-a]pyrazin-2-yl)-2-fluorocyclopropane-1-carboxamide ClC=1C(=C2C=NNC2=C(C1F)N(C)C1CC1)C=1N=CC=2N(C1)C=C(N2)NC(=O)[C@@H]2[C@@H](C2)F